The molecule is a 19-membered cyclodepsipeptide isolated from the marine cyanobacterium Oscillatoria sp. It exhibits significant inhibitory activity against the enzyme chymotrypsin (EC 3.4.21.1). It has a role as a metabolite. It is a macrocycle, an organochlorine compound and a cyclodepsipeptide. It derives from a D-glyceric acid. C[C@@H]1[C@@H](C(=O)N[C@H](C(=O)N[C@H]2CC[C@H](N(C2=O)[C@H](C(=O)N([C@H](C(=O)N[C@H](C(=O)O1)C(C)C)CC3=CC(=C(C=C3)O)Cl)C)[C@H](C)O)O)CC(C)C)NC(=O)[C@H](C(C)C)NC(=O)[C@H](C)NC(=O)[C@H](CCCC4=CC=C(C=C4)O)NC(=O)[C@@H](CO)O